methyl 4-amino-1-(4-ethylphenyl)-2-oxo-7-(trifluoromethyl)-1,2-dihydroquinoline-3-carboxylate NC1=C(C(N(C2=CC(=CC=C12)C(F)(F)F)C1=CC=C(C=C1)CC)=O)C(=O)OC